C(C)O[Si](C(C(=O)OCCC)C)(OCC)OCC propyl α-triethoxysilylpropionate